1,2,3-triphenyl-guanidine C1(=CC=CC=C1)NC(=NC1=CC=CC=C1)NC1=CC=CC=C1